C(C)(C)(C)OC(N[C@H](C(C(=O)C1=NC=C(C=C1)Br)O)C)=O N-[(1S)-3-(5-bromo-2-pyridinyl)-2-hydroxy-1-methyl-3-oxo-propyl]carbamic acid tert-butyl ester